C(OC[C@H]1OCCOC1)(OC(C)Cl)=O ((S)-1,4-dioxan-2-yl)methyl (1-chloroethyl) carbonate